4-(2-(4,6-dichloro-5-phenylpyrimidin-2-yl)phenyl)benzofuro[3,2-b]pyridine ClC1=NC(=NC(=C1C1=CC=CC=C1)Cl)C1=C(C=CC=C1)C1=C2C(=NC=C1)C1=C(O2)C=CC=C1